ClC1=CC=C2C(=CNC2=C1)S(=O)(=O)NC1=C(C=C(C=C1)C(F)(F)F)F 6-chloro-N-[2-fluoro-4-(trifluoromethyl)phenyl]-1H-indole-3-sulfonamide